N,N-Diethyl-ethanamin C(C)N(CC)CC